COC1=C(C=C(C=C1)C1=CN=NC(=C1)OC[C@@H]1CC[C@H](CC1)C(F)(F)F)[C@H]1[C@@H](C1)C(=O)O trans-2-[2-methoxy-5-(6-{[trans-4-(trifluoromethyl)cyclohexyl]methoxy}pyridazin-4-yl)phenyl]cyclopropanecarboxylic acid